C1(=CC=CC=C1)C1C2C3C4C=CC(C3C(C1)C2)C4 8-phenyl-tetracyclo[4.4.0.12,5.17,10]-3-dodecene